(1R,5S,6s)-N-[6-(6-quinolyl)pyridazin-3-yl]-3-(tetrahydropyran-4-ylmethyl)-3-azabicyclo[3.1.0]hexan-6-amine N1=CC=CC2=CC(=CC=C12)C1=CC=C(N=N1)NC1[C@@H]2CN(C[C@H]12)CC1CCOCC1